4-(6-((2-oxabicyclo[2.1.1]hexan-4-yl)methoxy)pyridin-3-yl)-5-chloro-2-fluoroaniline C12OCC(C1)(C2)COC2=CC=C(C=N2)C2=CC(=C(N)C=C2Cl)F